N-(1-(3-fluoropropyl)azetidin-3-yl)-6-((1S,3R)-3-methyl-2-(2,2,2-trifluoroethyl)-2,3,4,6,7,9-hexahydro-1H-cyclobuta[f]pyrido[3,4-b]indol-1-yl)pyridin-3-amine FCCCN1CC(C1)NC=1C=NC(=CC1)[C@H]1N([C@@H](CC2=C1NC1=CC3=C(C=C21)CC3)C)CC(F)(F)F